2-Fluoro-5-(perfluoropropyl)aniline FC1=C(N)C=C(C=C1)C(C(C(F)(F)F)(F)F)(F)F